C(C)OC(=O)C=1C=NN(C1)CC1=NC=C(C=C1)N1CC2(CC2)C1 1-[(5-{5-Azaspiro[2.3]hex-5-yl}pyridin-2-yl)methyl]-1H-pyrazole-4-carboxylic acid ethyl ester